BrC1=C(C=C(C(=N1)N(CC1=CC=C(C=C1)OC)CC1=CC=C(C=C1)OC)F)C(F)(F)F 6-bromo-3-fluoro-N,N-bis[(4-methoxyphenyl)methyl]-5-(trifluoromethyl)pyridin-2-amine